COC1=C(C=CC(=C1)OC)C1=NC(=NC=C1)C1=CC=C(C=C1)OCC 4-(2,4-Dimethoxyphenyl)-2-(4-ethoxyphenyl)pyrimidine